(4-morpholinyl)-16β-(1-pyrrolinyl)-3α-acetoxy-17β-hydroxy-5α-androstane N1(CCOCC1)C[C@@]12[C@H]([C@H](C[C@H]1[C@@H]1CC[C@H]3C[C@@H](CC[C@]3(C)[C@H]1CC2)OC(C)=O)C2=NCCC2)O